CSC=1N=NC(=CN1)C1=C2C=NN(C2=C(C=C1)N1N=CC=N1)COCC[Si](C)(C)C 4-[3-(methylsulfanyl)-1,2,4-triazin-6-yl]-7-(1,2,3-triazol-2-yl)-1-{[2-(trimethylsilyl)ethoxy]methyl}indazole